1-((6-phenylpyridazin-3-yl)methyl)-4-(pyridin-2-yl)piperazine-2,3-dione C1(=CC=CC=C1)C1=CC=C(N=N1)CN1C(C(N(CC1)C1=NC=CC=C1)=O)=O